6-(Hydroxymethyl)-2-methylhexahydropyrrolo[1,2-a]pyrazin-1(2H)-one OCC1CCC2N1CCN(C2=O)C